CN(C/C=C/C(=O)N1CC(C1)C=1C=CN2N=CN=C(C21)NC2=CC(=C(C=C2)OC2=CC1=C(N(C=N1)C)C=C2)C)C (E)-4-(dimethylamino)-1-(3-(4-((3-methyl-4-((1-methyl-1H-benzo[d]imidazol-5-yl)oxy)phenyl)amino)pyrrolo[2,1-f][1,2,4]triazin-5-yl)azetidin-1-yl)but-2-en-1-one